2-(Pyridin-2-ylmethyl)-N-[(2S)-tetrahydrofuran-2-ylmethyl]-8-(trifluoromethyl)-4,5-dihydro-2H-furo[2,3-g]indazole-7-carboxamide N1=C(C=CC=C1)CN1N=C2C3=C(CCC2=C1)OC(=C3C(F)(F)F)C(=O)NC[C@H]3OCCC3